BrC=1C(=NN2C1CC1C(C2)C1(F)F)C1=CC=C(C=C1)F racemic-3-bromo-5,5-difluoro-2-(4-fluorophenyl)-4a,5,5a,6-tetrahydro-4H-cyclopropa[d]pyrazolo[1,5-a]pyridine